C(C)(=O)NCCCNCCCCCCCC(=O)OC(CCCCCCCC)CCCCCCCC heptadecan-9-yl 8-((3-acetamidopropyl)amino)octanoate